tert-Butyl N-[(3S)-piperidin-3-yl]carbamate N1C[C@H](CCC1)NC(OC(C)(C)C)=O